C(C)OC(=O)C=1C=NN(C1)C1=NC(=C2N=CN(C2=N1)CC1=CC=C(C=C1)O[Si](C(C)C)(C(C)C)C(C)C)OCC1=CC=CC=C1 1-(6-(benzyloxy)-9-(4-((triisopropylsilyl)oxy)benzyl)-9H-purin-2-yl)-1H-pyrazole-4-carboxylic acid ethyl ester